(2R,3S,4S,5R)-N-(2-bromo-4-pyridyl)-3-(3,4-difluoro-2-methoxy-phenyl)-4,5-dimethyl-5-(trifluoromethyl)tetrahydrofuran-2-carboxamide BrC1=NC=CC(=C1)NC(=O)[C@@H]1O[C@]([C@H]([C@H]1C1=C(C(=C(C=C1)F)F)OC)C)(C(F)(F)F)C